O1CCN(CC1)C=1C2=C(N=CN1)N(C(=C2)C2=CC=C(C=C2)NS(=O)(=O)N2CCNCC2)COCC[Si](C)(C)C N-(4-(4-morpholino-7-((2-(trimethylsilyl)ethoxy)methyl)-7H-pyrrolo[2,3-d]pyrimidin-6-yl)phenyl)piperazine-1-sulfonamide